ClC=1C=C(C=CC1O)CCNC=1SC2=C(N1)C=CC(=C2)CC(=O)N (2-{[2-(3-chloro-4-hydroxyphenyl)ethyl]amino}-1,3-benzothiazol-6-yl)acetamide